(2-iodophenyl)-5,6-dihydro-4H-1,3-oxazine IC1=C(C=CC=C1)C=1OCCCN1